4-Hydroxy-2-(4-benzyloxybenzyl)-pyrrolidin-3-yl acetate C(C)(=O)OC1C(NCC1O)CC1=CC=C(C=C1)OCC1=CC=CC=C1